(P)-4-((S)-4-propenoyl-2-methylpiperazin-1-yl)-7-(2-amino-3,4,5,6-tetrafluorophenyl)-6-chloro-1-(2-isopropyl-4-methylpyridin-3-yl)-2-oxo-1,2-dihydro-1,8-naphthyridine-3-carbonitrile C(C=C)(=O)N1C[C@@H](N(CC1)C1=C(C(N(C2=NC(=C(C=C12)Cl)C1=C(C(=C(C(=C1F)F)F)F)N)C=1C(=NC=CC1C)C(C)C)=O)C#N)C